C(C)(C)(C)OC(=O)N1CCC(C1)C1=CC=NC=C1 4-(pyridin-4-yl)pyrrolidine-1-carboxylic acid tert-butyl ester